methyl cyclohexanecarboxylate C1(CCCCC1)C(=O)OC